ClC=1C(=CC=C2N=CC(=NC12)C=1C=NN(C1)C1C2CN(C(C1)C2)C(=O)OC(C)(C)C)OC=2C=CC1=C(N(C(=N1)C)COCC[Si](C)(C)C)C2 tert-butyl 5-(4-(8-chloro-7-((2-methyl-1-((2-(trimethylsilyl)ethoxy)methyl)-1H-benzo[d]imidazol-6-yl)oxy)quinoxalin-2-yl)-1H-pyrazol-1-yl)-2-azabicyclo[2.2.1]heptane-2-carboxylate